5-(3-ethylsulfanyl-2-pyridyl)-1-(2,2,3,3,3-pentafluoropropyl)pyrazolo[3,4-c]pyridine C(C)SC=1C(=NC=CC1)C=1C=C2C(=CN1)N(N=C2)CC(C(F)(F)F)(F)F